N1CC(=CC=C1)C(=O)[O-] 1,2-dihydropyridine-3-carboxylate